(5R)-N-(1-(((2S)-1-Amino-4-methyl-1-oxopentan-2-yl)amino)-2-(4-ethylphenyl)-1-oxopropan-2-yl)-7,7-dimethyl-5-phenyl-4,5,6,7-tetrahydropyrazolo[1,5-a]pyrimidine-3-carboxamide NC([C@H](CC(C)C)NC(C(C)(C1=CC=C(C=C1)CC)NC(=O)C=1C=NN2C1N[C@H](CC2(C)C)C2=CC=CC=C2)=O)=O